Trans-3-Methyl-2-(1H-pyrazol-4-yl)-4-(2-(6-(trifluoromethyl)imidazo[1,2-a]pyrazin-3-yl)pyrimidin-4-yl)morpholine C[C@@H]1N(CCO[C@H]1C=1C=NNC1)C1=NC(=NC=C1)C1=CN=C2N1C=C(N=C2)C(F)(F)F